C(C)(CC)C1=NC2=C(C=C(C=C2C1(C)C)C1=NC=NC=C1Cl)F 4-(2-(sec-butyl)-7-fluoro-3,3-dimethyl-3H-indol-5-yl)-5-chloropyrimidine